NCCCN(CCCN)CCCCCCCCCCCC N,N-di(3-aminopropyl)dodecylamine